tert-Butyl 3-{8-[2-(ethoxycarbonyl)-4-fluorophenyl]-1-fluoro-3-methylimidazo[1,5-a]pyridin-6-yl}azetidine-1-carboxylate C(C)OC(=O)C1=C(C=CC(=C1)F)C=1C=2N(C=C(C1)C1CN(C1)C(=O)OC(C)(C)C)C(=NC2F)C